C(C1=CC=CC=C1)OC=1C=C(C=CC1)O 3-benzyloxyphenol